CNC(=O)[C@@H]1N(CC1)C(=O)OC(C)(C)C tert-butyl (2R)-2-(methylcarbamoyl)azetidine-1-carboxylate